5-(4-((5-chloro-3-ethyl-2,4-dioxo-1,2,3,4-tetrahydroquinazolin-7-yl)methyl)piperazin-1-yl)-6-chloro-N-ethylpyridinamide ClC1=C2C(N(C(NC2=CC(=C1)CN1CCN(CC1)C=1C=CC(=NC1Cl)C(=O)NCC)=O)CC)=O